3-Cyclohexylamino-1-pentylamin C1(CCCCC1)NC(CCN)CC